FC(C)(F)C1=NC(=CC(=N1)NC1=CC(=NC=C1OCC)NC(C)=O)OCCOC N-(4-((2-(1,1-Difluoroethyl)-6-(2-methoxyethoxy)pyrimidin-4-yl)amino)-5-ethoxypyridin-2-yl)acetamide